OCCC(CCOC=1C=C(C=CC1)CC(=O)O)C (3-((5-hydroxy-3-methylpentyl)oxy)phenyl)acetic acid